tert-butyl-dimethyl-(tributylstannylmethoxy)silane C(C)(C)(C)[Si](OC[Sn](CCCC)(CCCC)CCCC)(C)C